6-chloro-3-cyclopropyl-N-(pyridazin-3-yl)-[1,2,4]triazolo[4,3-b]pyridazin-8-amine ClC=1C=C(C=2N(N1)C(=NN2)C2CC2)NC=2N=NC=CC2